[NH+]1=CC=CC=C1.[N+](=O)([O-])C=1C=C(C=CC1)S(=O)(=O)[O-] 3-nitrobenzenesulfonic acid pyridinium salt